N1(N=NN=C1)C[C@H](C)OC=1C=C(C=CC1Cl)C=1C=NC(=NC1)NC=1C(=NN(C1)C1CC2(CN(C2)C2CCOCC2)C1)C(C)C (S)-5-(3-((1-(1H-tetrazol-1-yl)propan-2-yl)oxy)-4-chlorophenyl)-N-(3-isopropyl-1-(2-(tetrahydro-2H-pyran-4-yl)-2-azaspiro[3.3]heptan-6-yl)-1H-pyrazol-4-yl)pyrimidin-2-amine